1,1'-azobis-1-cycloheptanenitrile N(=NC1(CCCCCC1)C#N)C1(CCCCCC1)C#N